C1(=CC=CC2=CC=CC=C12)C(CC(C)=O)N=[N+]=[N-] 4-(1-naphthyl)-4-azido-2-butanone